C1(=CC=CC2=CC=CC=C12)NS(=O)(=O)C1=CC=C(C=C1)OC N-(1-naphthyl)-4-methoxybenzenesulfonamide